heneicosanyl myristoleate Triundecyl-myristoleate C(CCCCCCCCCC)C(CCC\C=C/CCCCCCCC(=O)O)(CCCCCCCCCCC)CCCCCCCCCCC.C(CCCCCCC\C=C/CCCC)(=O)OCCCCCCCCCCCCCCCCCCCCC